3-{[2-(4-Chlorophenyl)imidazo[1,2-a]pyridin-3-yl]-methyl}-3,6-diazabicyclo[3.1.1]heptan-Dihydrochlorid Cl.Cl.ClC1=CC=C(C=C1)C=1N=C2N(C=CC=C2)C1CN1CC2NC(C1)C2